ClC1=CC(=C(C=C1)C1=NC(=CN2C1=NC(=C(C2=O)C)C)[C@H]2C[C@H](OCC2)C=2C=NN(C2)C(F)F)F 9-(4-chloro-2-fluoro-phenyl)-7-[(2S,4R)-2-[1-(difluoromethyl)pyrazol-4-yl]tetrahydropyran-4-yl]-2,3-dimethyl-pyrazino[1,2-a]pyrimidin-4-one